N'-hexylimidazolium C(CCCCC)[N+]1=CNC=C1